CS(=O)(=O)\N=C/1\N(C(N2C(C3=CC(=C(C=C3CC2)OC)OC)=C1)=O)C(CNC(OC(C)(C)C)=O)C Tert-butyl (E)-(2-(2-(methylsulfonylimino)-9,10-dimethoxy-4-oxo-6,7-dihydro-2H-pyrimido[6,1-a]isoquinolin-3(4H)-yl)propyl)carbamate